OCCCNC(O[C@@H]1CC[C@H](CC1)C(N(CC12CCC(CC1)(CC2)C2=CC(=C(C=C2)OC)C)C2=NC=CC(=C2)C2=CN=C(S2)C(C)(C)C)=O)=O 4-((4-(2-(tert-Butyl)thiazol-5-yl)pyridin-2-yl)((4-(4-methoxy-3-methylphenyl)bicyclo[2.2.2]octan-1-yl)methyl)carbamoyl)(trans-cyclohexyl) (3-hydroxypropyl)carbamate